3-mercaptopropyl-methoxy-ethyl-thiophene SCCCC=1C(=C(SC1)CC)OC